ClC1=CC=C(CC2C(NC3CC23)=O)C=C1 exo-4-(4-chlorobenzyl)-2-azabicyclo[3.1.0]-hexan-3-one